4-(1,3-dioxolane-2-yl)-1-naphthonitrile O1C(OCC1)C1=CC=C(C2=CC=CC=C12)C#N